N-((R)-6-(2-(tert-butylamino)-2-oxoethyl)-6-azaspiro[2.5]oct-1-yl)adamantane-1-carboxamide C(C)(C)(C)NC(CN1CCC2(C[C@H]2NC(=O)C23CC4CC(CC(C2)C4)C3)CC1)=O